ClC=1C=CC(=NC1)OC 5-chloro-2-methoxypyridine